C(#N)C=1C=2CCCC2C(=C2CCCC12)NC(=O)N=S(=O)(N)C=1SC=C(C1)C(C)(C)O N'-(8-cyano-1,2,3,5,6,7-hexahydro-s-indacen-4-ylcarbamoyl)-4-(2-hydroxypropan-2-yl)thiophene-2-sulfonimidamide